racemic-2-allyl-1-(7-ethyl-7-hydroxy-6,7-dihydro-5H-cyclopenta[b]pyridin-2-yl)-6-((3-methyl-4-(4-methylpiperazin-1-yl)phenyl)amino)-1,2-dihydro-3H-pyrazolo[3,4-d]pyrimidin-3-one C(C=C)N1N(C2=NC(=NC=C2C1=O)NC1=CC(=C(C=C1)N1CCN(CC1)C)C)C1=CC=C2C(=N1)[C@@](CC2)(O)CC |r|